C(C1CO1)N(C1=CC(=C(OC2=CC=C(C=C2)C(C(F)(F)F)(C(F)(F)F)C2=CC=C(C=C2)OC2=C(C=C(C=C2)N(CC2CO2)CC2CO2)C(F)(F)F)C=C1)C(F)(F)F)CC1CO1 N,N,N',N'-tetraglycidyl-2,2-bis[4-(2-trifluoromethyl-4-aminophenoxy)phenyl]hexafluoropropane